FC=1C=C(C#N)C=CC1B1OC(C(O1)(C)C)(C)C 3-fluoro-4-[4,4,5,5-tetramethyl-1,3,2-dioxaborolan-2-yl]benzonitrile